potassium phosphorous acid phosphite P([O-])([O-])[O-].P(O)(O)O.[K+].[K+].[K+]